N1(C=CC=C1)CCCOC(C=C)=O.CS(=O)(=O)C1=NN(C=C1)C(=O)N1CCN(CC1)CC1=CC(=C(C(=O)N)C=C1)C(F)(F)F 4-((4-(3-(methylsulfonyl)-1H-pyrazole-1-carbonyl)piperazin-1-yl)methyl)-2-(trifluoromethyl)benzamide 3-(1H-pyrrol-1-yl)propyl-acrylate